(3-amino-5-{[4-(trifluoromethyl)phenyl]sulfonyl}pyridin-2-yl)[3-hydroxy-3-(trifluoromethyl)azetidin-1-yl]methanone NC=1C(=NC=C(C1)S(=O)(=O)C1=CC=C(C=C1)C(F)(F)F)C(=O)N1CC(C1)(C(F)(F)F)O